2-ethylhexyl-2,3,4,5-tetrabromobenzoate C(C)C(COC(C1=C(C(=C(C(=C1)Br)Br)Br)Br)=O)CCCC